tert-Butyl 6'-chloro-5-(((1R,2R)-2-formylcyclobutyl)methyl)-3',4,4',5-tetrahydro-2H,2'H-spiro[benzo[b][1,4]oxazepine-3,1'-naphthalene]-7-carboxylate ClC=1C=C2CCCC3(C2=CC1)CN(C1=C(OC3)C=CC(=C1)C(=O)OC(C)(C)C)C[C@H]1[C@@H](CC1)C=O